10-Undecynoic acid, methyl ester C(CCCCCCCCC#C)(=O)OC